C1CC12CCN(CC2)C=2C=C(N)C=CC2N2N=CC(=C2)C2=NC(=CC=C2)N2CCC(CC2)(F)F 3-(6-azaspiro[2.5]octan-6-yl)-4-[4-[6-(4,4-difluoro-1-piperidyl)-2-pyridyl]pyrazol-1-yl]aniline